COC1=C(COC(=O)NC=2C=CC=C3CC[C@H](OC23)C(=O)OC)C=CC=C1 Methyl (S)-8-((((2-methoxybenzyl)oxy)carbonyl)amino)chromane-2-carboxylate